1-((2-(3-aminopyrrolidin-1-yl)pyrimidin-5-yl)methyl)-3-(4-(2-(4-chlorophenyl)propan-2-yl)thiazol-2-yl)urea NC1CN(CC1)C1=NC=C(C=N1)CNC(=O)NC=1SC=C(N1)C(C)(C)C1=CC=C(C=C1)Cl